5-(4-methyl-7H-pyrrolo[2,3-d]pyrimidin-7-yl)cyclopent-3-ene-1,2-diol CC=1C2=C(N=CN1)N(C=C2)C2C=CC(C2O)O